C(C)(C)(C)OC(=O)N1CC(=CC1)C1=CC(=C2C(=N1)NN=C2)C2=C(C=C(C=C2)F)C(N(C(C)C)CC)=O 3-(4-{2-[ethyl(isopropyl)carbamoyl]-4-fluorophenyl}-1H-pyrazolo[3,4-b]pyridin-6-yl)-2,5-dihydro-1H-pyrrole-1-carboxylic acid tert-butyl ester